C(#N)C1=CC(=NC=C1)N1C=C(C2=C1N=CN=C2N2[C@H](CN(CC2)C(=O)OC(C(F)(F)F)C)C)C2=C(C=CC=C2)F 1,1,1-Trifluoropropan-2-yl (3S)-4-(7-(4-cyanopyridin-2-yl)-5-(2-fluorophenyl)-7H-pyrrolo[2,3-d]pyrimidin-4-yl)-3-methylpiperazine-1-carboxylate